COC=1C=C(C=C(C1)OC)C=1C(=NC(=NC1)NC=1C=NN(C1)C)NC=1C=C(C=CC1F)NC(C=C)=O N-(3-((5-(3,5-dimethoxyphenyl)-2-((1-methyl-1H-pyrazol-4-yl)amino)pyrimidin-4-yl)amino)-4-fluorophenyl)acrylamide